ClC=1C2=C(N=CN1)N=C(C2)C#N 4-chloro-pyrrolo[2,3-d]Pyrimidine-6-carbonitrile